C(C1=CC=CC=C1)OC=1C=NC(=NC1)N1CCN(CC(C1)O)C(=O)OC(C)(C)C tert-Butyl 4-(5-(benzyloxy)pyrimidin-2-yl)-6-hydroxy-1,4-diazepane-1-carboxylate